Propan-2-yl (2R)-2-{[(1,2,3,5,6,7-hexahydro-s-indacen-4-yl)carbamoyl]-oxy}-3-(1H-1,2,4-triazol-1-yl)propanoate C1CCC2=C(C=3CCCC3C=C12)NC(=O)O[C@@H](C(=O)OC(C)C)CN1N=CN=C1